Cl.N[C@H](C(=O)N1CC2=CC(=CC=C2CC1C(=O)N[C@@H]1CCCC2=CC=CC=C12)O)C(C)(C)C 2-((S)-2-amino-3,3-dimethylbutanoyl)-7-hydroxy-N-((R)-1,2,3,4-tetrahydronaphthalen-1-yl)-1,2,3,4-tetrahydroisoquinoline-3-carboxamide hydrochloride